2,2'-difluoro-4,4'-dimethyl-5,5'-dimercapto-1,1'-biphenyl FC1=C(C=C(C(=C1)C)S)C1=C(C=C(C(=C1)S)C)F